C(CCCCCCCCCCCCCCCCC)C(C(=O)N)CC(=O)N.[Na].[Na] disodium octadecyl-succinamide